FC1=CC=C(C=C1)N1N=CC2=C1N=CN(C2=O)CC2(CCNCC2)O 4-((1-(4-fluorophenyl)-4-oxo-1,4-dihydro-5H-pyrazolo[3,4-d]pyrimidin-5-yl)methyl)-4-hydroxypiperidin